5,6-difluoro-3-nitro-1H-indole-2-carboxamide FC=1C=C2C(=C(NC2=CC1F)C(=O)N)[N+](=O)[O-]